N-[(2-chloro-5-thiazolyl)methyl]-3-methyl-2-pyridinamine ClC=1SC(=CN1)CNC1=NC=CC=C1C